2-{[4-({6-[(2,4-dichlorophenyl)methoxy]pyridin-2-yl}methyl)piperidin-1-yl]methyl}-1-{[(2S)-oxetan-2-yl]methyl}-1H-1,3-benzodiazole-6-carboxylic acid ClC1=C(C=CC(=C1)Cl)COC1=CC=CC(=N1)CC1CCN(CC1)CC1=NC2=C(N1C[C@H]1OCC1)C=C(C=C2)C(=O)O